N-[4-(difluoromethoxy)phenyl]-4-methoxy-N-(4-piperidyl)pyridin-3-amine FC(OC1=CC=C(C=C1)N(C=1C=NC=CC1OC)C1CCNCC1)F